5-(3-Hydroxy-3-methylazetidin-1-yl)-N-(6-(1-methyl-1H-pyrazol-4-yl)pyridin-2-yl)-2-morpholinooxazolo[4,5-b]pyridine-6-carboxamide OC1(CN(C1)C1=C(C=C2C(=N1)N=C(O2)N2CCOCC2)C(=O)NC2=NC(=CC=C2)C=2C=NN(C2)C)C